5-methyl-3-pentenol CCC=CCCO